O1CCN(CC1)C(\C=C\CN1C[C@@H](CCC1)NC1=NC=C(C=C1)\C(=C(\CC(F)(F)F)/C1=CC=CC=C1)\C=1C=C2C(=NNC2=CC1)F)=O (E)-1-Morpholino-4-((R)-3-((5-((Z)-4,4,4-trifluoro-1-(3-fluoro-1H-indazol-5-yl)-2-phenylbut-1-en-1-yl)pyridin-2-yl)amino)piperidin-1-yl)but-2-en-1-one